C(C)(=O)C1=NC(=CC(=C1)C(=O)O)C(C)=O 2,6-diacetylpyridine-4-carboxylic acid